O1CC(C1)OC1=NC(=NC=C1C(F)(F)F)N[C@H]1C[C@H](CCC1)C1=NN=C2N1CCN(C2)C(\C=C\C)=O (E)-1-[3-[(1S,3R)-3-[[4-(oxetan-3-yloxy)-5-(trifluoromethyl)pyrimidin-2-yl]amino]cyclohexyl]-6,8-dihydro-5H-[1,2,4]triazolo[4,3-a]pyrazin-7-yl]but-2-en-1-one